C[Al] methylaluminum